NC1=NN2C(C=C(C=C2)C=2C=C(C(=NC2)OC)C(=O)NC(C)C2=C(C=CC(=C2)OC(F)(F)F)F)=N1 5-{2-amino-[1,2,4]triazolo[1,5-a]pyridin-7-yl}-N-{1-[2-fluoro-5-(trifluoromethoxy)phenyl]ethyl}-2-methoxypyridine-3-carboxamide